dihexadecyl diisopropylphosphoramidite C(C)(C)N(P(OCCCCCCCCCCCCCCCC)OCCCCCCCCCCCCCCCC)C(C)C